O=C1NC(CCC1N1C(C2=CC(=C(C=C2C1)CNC(OC(C)(C)C)=O)C)=O)=O tert-butyl N-{[2-(2,6-dioxopiperidin-3-yl)-6-methyl-1-oxo-2,3-dihydro-1H-isoindol-5-yl]methyl}carbamate